C(C1=CC=CC=C1)C1=C(C=CC(=C1)Cl)O o-Benzyl-p-chloro-phenol